Cl.NC=1C(=NN2C1C=CC=C2)OCC(=O)O 2-[(3-aminopyrazolo[1,5-a]pyridin-2-yl)oxy]ethanoic acid hydrochloride